tert-butyl (1s,4s)-4-aminocyclohexanecarboxylate, hydrochloride Cl.NC1CCC(CC1)C(=O)OC(C)(C)C